C(C)[NH+](CCCCS(=O)(=O)O)C ethyl-methyl-(4-sulfobutyl)ammonium